FC(C=1C(=C(C=CC1)[C@@H](C)NC=1C2=C(N=C(N1)C)C=NC(=C2)N2CC1(CN(C1)C(=O)OC(C)(C)C)CC2)F)F tert-butyl 6-[4-({(1R)-1-[3-(difluoromethyl)-2-fluorophenyl]ethyl}amino)-2-methylpyrido[3,4-d]pyrimidin-6-yl]-2,6-diazaspiro[3.4]octane-2-carboxylate